N-(2-(dimethylamino)ethyl)-1-isobutyl-5-(naphthalen-1-yloxy)-1H-indazole-6-carboxamide CN(CCNC(=O)C1=C(C=C2C=NN(C2=C1)CC(C)C)OC1=CC=CC2=CC=CC=C12)C